NC1=NC=C(C=N1)C1=C(C=2C(=NC=C(N2)C2=C(C(=CC=C2C)O)C)N1)C#N 6-(2-aminopyrimidin-5-yl)-2-(3-hydroxy-2,6-dimethylphenyl)-5H-pyrrolo[2,3-b]pyrazine-7-carbonitrile